ClC=1C=2N(C=CC1)N=C(C2)[C@H]2N(CCC1=C2N=CN1)C1=NC=C(C=N1)C(F)(F)F (S)-4-(4-chloropyrazolo[1,5-a]pyridin-2-yl)-5-(5-(trifluoromethyl)pyrimidin-2-yl)-4,5,6,7-tetrahydro-1H-imidazo[4,5-c]pyridine